cyclopentyl (S)-6-diazo-2-((S)-2-methoxypropanamido)-5-oxohexanoate [N+](=[N-])=CC(CC[C@@H](C(=O)OC1CCCC1)NC([C@H](C)OC)=O)=O